NC1=C(C=C(C=N1)C=1C=NN(C1)C1CCN(CC1)C(CCCCCCCCC1=C2C(N(C(C2=CC=C1)=O)C1C(NC(CC1)=O)=O)=O)=O)O[C@H](C)C1=C(C(=CC=C1Cl)F)Cl 4-(9-(4-(4-(6-amino-5-((R)-1-(2,6-dichloro-3-fluorophenyl)ethoxy)pyridin-3-yl)-1H-pyrazol-1-yl)piperidin-1-yl)-9-oxononyl)-2-(2,6-dioxopiperidin-3-yl)isoindoline-1,3-dione